NC=1C=2C(C(NN1)=O)=NN(C2C2=CC=C(C=C2)C(=O)N2CCCC2)C2=CC=C(C=C2)NC(C=C)=O N-(4-(4-amino-7-oxo-3-(4-(pyrrolidine-1-carbonyl)phenyl)-6,7-dihydro-2H-pyrazolo[3,4-d]pyridazin-2-yl)phenyl)acrylamide